NC1=C(C=NN1CC1=CC(=CC=C1)C(F)(F)F)C(=O)O 5-Amino-1-(3-(trifluoromethyl)benzyl)-1H-pyrazole-4-carboxylic acid